FC(N1N=CC(=N1)C=1C=C(C=CC1CNC(C=C)=O)C1=CC=C(C=C1)F)F N-((3-(2-(difluoromethyl)-2H-1,2,3-triazol-4-yl)-4'-fluoro-[1,1'-biphenyl]-4-yl)methyl)acrylamide